FC1=NC(=CC=C1)OC([2H])([2H])[2H] 2-fluoro-6-(methoxy-d3)pyridin